Cl.C(C)OC(=O)C12C(CC(CC1)(CC2)NCC2=CC=CC=C2)=O.CC2=CCC(CC2)C(CC2C(CCC2)=O)C 2-(2-(4-methyl-3-cyclohexen-1-yl)propyl)cyclopentanone ethyl-4-(benzylamino)-2-oxobicyclo[2.2.2]octane-1-carboxylate hydrochloride